C(CCCCCCCCCCCCCC)OCC(COP(=O)(O)OCC(O)CO)O 3-pentadecylglycero-1-phospho-glycerol